ClC=1N=CC2=C(C=CC(=C2C1)C(C)C)N1[C@@H]([C@H](C1)CS(=O)(=O)C)C 3-chloro-5-isopropyl-8-((2R,3S)-2-methyl-3-((methylsulfonyl)methyl)azetidine-1-yl)isoquinoline